N-(2-iodo-3-(2,2,2-trifluoroethyl)benzo[b]thiophen-7-yl)-1-(tetrahydro-2H-pyran-4-yl)piperidin-4-amine IC1=C(C2=C(S1)C(=CC=C2)NC2CCN(CC2)C2CCOCC2)CC(F)(F)F